N1=CC(=CC=C1)NC(=O)C=1N=C2N(C=CC=C2C2=C(C=CC=C2)OCC(F)(F)F)C1 N-(pyridin-3-yl)-8-(2-(2,2,2-trifluoroethoxy)phenyl)imidazo[1,2-a]pyridine-2-carboxamide